[Cl-].C(CC)[N+](C)(C)CCCCCCCCCCCCCCCC propyl-hexadecyl-dimethyl-ammonium chloride